CC1=CN=C2N1N=C(C=C2)C2=CNC=1N=C(N=CC12)NC1CCN(CC1)C 5-(3-methylimidazo[1,2-b]pyridazin-6-yl)-N-(1-methylpiperidin-4-yl)-7H-pyrrolo[2,3-d]pyrimidin-2-amine